6-Chloro-2-{4-[4-(2,2-dimethylpropanoyl)piperazin-1-yl]phenyl}-N-(1-methylpiperidin-4-yl)-3H-imidazo[4,5-b]pyridin-7-amine ClC=1C(=C2C(=NC1)NC(=N2)C2=CC=C(C=C2)N2CCN(CC2)C(C(C)(C)C)=O)NC2CCN(CC2)C